p-amino-L-phenylalanine C1=CC(=CC=C1C[C@@H](C(=O)O)N)N